4-EthyleneDi-OxyThiophene C1OC=2C=CSC2OC1